C(C1=CC=CC=C1)OC1=CC2=C(N(N=C2C=C1)C)C(=O)NCC(C)(N1CCOCC1)C 5-(benzyloxy)-2-methyl-N-[2-methyl-2-(morpholin-4-yl)propyl]-2H-indazole-3-carboxamide